(R)-4-methyl-4,5,6,7-tetrahydrothieno[3,2-c]pyridine C[C@H]1NCCC2=C1C=CS2